(S)-1-phenethyl alcohol C[C@@H](C1=CC=CC=C1)O